FC(C=1C=C(C=CC1)S(=O)(=O)N1CC2=C(CCC1)C=CC(=C2)C2=C(C(=O)N)C=CC=C2)(F)F (2-((3-(trifluoromethyl)phenyl)sulfonyl)-2,3,4,5-tetrahydro-1H-benzo[c]azepin-8-yl)benzamide